rac-(2S)-2-amino-2-phenyl-ethanol N[C@H](CO)C1=CC=CC=C1 |r|